The molecule is an imidazole compound having a 2,2-bis(phosphono)-2-hydroxyethane-1-yl substituent at the 1-position. It has a role as a bone density conservation agent. It is a member of imidazoles and a 1,1-bis(phosphonic acid). C1=CN(C=N1)CC(O)(P(=O)(O)O)P(=O)(O)O